(-)-3-Ethyl-2,3-dihydrobenzo[d]isothiazole 1,1-dioxide C(C)C1NS(C2=C1C=CC=C2)(=O)=O